((4-((E)-3-(((S)-1-((S)-2-(5-benzylthiazol-2-yl)pyrrolidin-1-yl)-3,3-dimethyl-1-oxobutan-2-yl)amino)-3-oxoprop-1-en-1-yl)phenyl)difluoromethyl)phosphonic acid C(C1=CC=CC=C1)C1=CN=C(S1)[C@H]1N(CCC1)C([C@H](C(C)(C)C)NC(/C=C/C1=CC=C(C=C1)C(F)(F)P(O)(O)=O)=O)=O